(E)-1-(2-Hydroxyphenyl)-3-(4-methoxy-3-prop-2-enoxyphenyl)prop-2-en-1-one OC1=C(C=CC=C1)C(\C=C\C1=CC(=C(C=C1)OC)OCC=C)=O